(2-fluoro-3-hydroxyphenyl)-8-(2-fluorobenzyl)-2-(furan-2-ylmethyl)imidazo[1,2-a]pyrazin-3(7H)-one FC1=C(C=CC=C1O)C1=CNC(=C2N1C(C(=N2)CC=2OC=CC2)=O)CC2=C(C=CC=C2)F